COC([C@H](CI)NC(=O)OC(C)(C)C)=O (R)-2-tert-butoxycarbonylamino-3-iodopropionic acid methyl ester